diphenyl phosphate P(=O)(OC1=CC=CC=C1)(OC1=CC=CC=C1)[O-]